6-(3-chloropyridin-4-yl)-2-(methylsulfanyl)-8,9-dihydroimidazo[1',2':1,6]pyrido[2,3-d]pyrimidine ClC=1C=NC=CC1C1=CC2=C(N=C(N=C2)SC)N2C1=NCC2